3-(5-((4-(3,4-dichlorobenzyl)piperidin-1-yl)methyl)-4H-1,2,4-triazol-3-yl)-5-methoxy-1H-indole ClC=1C=C(CC2CCN(CC2)CC=2NC(=NN2)C2=CNC3=CC=C(C=C23)OC)C=CC1Cl